N-{2-[(6-{[(2,6-Dichloro-3,5-dimethoxyphenyl)carbamoyl](methyl)amino}-4-pyrimidinyl)amino]-5-(4-ethyl-1-piperazinyl)phenyl}acrylamide ClC1=C(C(=C(C=C1OC)OC)Cl)NC(=O)N(C1=CC(=NC=N1)NC1=C(C=C(C=C1)N1CCN(CC1)CC)NC(C=C)=O)C